CC(C)(C(C)(C)O)O 2,3-dimethyl-2,3-butylene glycol